ClC1=C2C(=NC=3C=C(C=CC13)C(=O)O)CN(C2)C 9-Chloro-2-methyl-2,3-dihydro-1H-pyrrolo[3,4-b]quinoline-6-carboxylic acid